(E)-4-(dimethylamino)-1-(10-((4-(pyridin-4-ylmethoxy)phenyl)amino)-2,3-dihydro-4H-[1,4]oxazino[2,3-f]quinazolin-4-yl)but-2-en-1-one CN(C/C=C/C(=O)N1CCOC2=C3C(=NC=NC3=CC=C21)NC2=CC=C(C=C2)OCC2=CC=NC=C2)C